CC(CCC=C(C)C)(C=C)OC(C)=O Acetic acid 1,5-dimethyl-1-vinyl-4-hexenyl ester